NC1=NC(=C(C(=N1)Cl)NCN(C)C)Cl 2-amino-4,6-dichloro-5-dimethylaminomethylaminopyrimidine